C(C)(C)(C)OC(=O)NC=1C=C(NC1)C(=O)OCC ethyl 4-(tert-butoxycarbonylamino)-1H-pyrrole-2-carboxylate